C(C1=CCC(C(C)(O)C)CC1)[2H] alpha-terpineol-d